C(C)(C)(C)OC(=O)N1C[C@H]([C@@H](C1)C1=CC=CC=C1)C(NC1=CC=C(C=C1)C=1C=NC=CC1)=O.C(C)(C)(C)OOC1(CCCCCCCCCCC1)OOC(C)(C)C |r| 1,1-bis(t-butylperoxy)cyclododecane tert-Butyl-(±)-trans-4-phenyl-3-{[4-(pyridin-3-yl)phenyl]carbamoyl}pyrrolidine-1-carboxylate